NC(C(=O)N1CC(C1)C(C1=CC(=NC(=C1)Cl)N1CCN(CC1)S(=O)(=O)C1=CC2=C(N3[C@H](CO2)[C@@H](OC3=O)CO)C=C1)(F)F)C (3R,3aR)-7-[4-[4-[[1-(2-aminopropanoyl)azetidin-3-yl]-difluoro-methyl]-6-chloro-2-pyridyl]piperazin-1-yl]sulfonyl-3-(hydroxymethyl)-3a,4-dihydro-3H-oxazolo[4,3-c][1,4]benzoxazin-1-one